NC1=CC=2C(C3=CC=CC=C3C(C2C=C1N)=O)=O 2,3-diaminoanthraquinone